[4-(4-acetylphenylthio)phenyl]diphenylsulfonium C(C)(=O)C1=CC=C(C=C1)SC1=CC=C(C=C1)[S+](C1=CC=CC=C1)C1=CC=CC=C1